O1COCC2=C1C=CC=C2C2N=CC=CC=C2C2=CC(=C(C(=C2)OC)OC)OC 2-(benzo[d][1,3]dioxin-5-yl)-3-(3,4,5-trimethoxyphenyl)-2H-azepine